(4-fluorophenyl)methanamine FC1=CC=C(C=C1)CN